C(C)OC(=O)[C@H]1N[C@H]([C@@](C1)(C)C#N)C1=CC2=C(OCO2)C=C1Br |r| rac-ethyl-(2s,4s,5r)-5-(6-bromobenzo[d][1,3]dioxol-5-yl)-4-cyano-4-methylpyrrolidine-2-carboxylate